C(C)(C)(C)C1N(CC1NCC1=CC=C(C=C1)C(F)(F)F)C(=O)OCCC(OCCC(C)C)OCCC(C)C 3,3-bis(isopentyloxy)propan-1-ol tert-butyl-3-[[4-(trifluoromethyl)phenyl]methylamino]azetidine-1-carboxylate